[N+](#[C-])C1=C(N=C(S1)C1=NC=CN=C1)C 5-Isocyano-4-methyl-2-(pyrazin-2-yl)thiazole